ClC1=CC(=C(C=C1)[C@H](C(=O)N1CCC2=CC(=C(C=C12)C(F)(F)F)OC)NC1=CC(=CC(=C1)OC)OCCO)F |r| racemic-2-(4-chloro-2-fluorophenyl)-2-((3-(2-hydroxyethoxy)-5-methoxyphenyl)amino)-1-(5-methoxy-6-(trifluoromethyl)indolin-1-yl)ethanone